2-Imino-4-thiobiuret C(=NC(=S)N)(N)N